N(=[N+]=[N-])CCOCCOCCC(NCCCC(N[C@@H](C(NCCOCCOCCOCCOCCC(=O)O)=O)CCCCNC(CCOCCOCCN=[N+]=[N-])=O)=O)=O (R)-1-azido-16-(4-(3-(2-(2-azidoethoxy)ethoxy)propanamido)butyl)-9,14,17-trioxo-3,6,21,24,27,30-hexaoxa-10,15,18-triazatritriacontan-33-oic acid